C1(CCC1)C1=CC(=NN1)NC(CC1=CC=C(OCCCC(=O)NCCCCNC2=C3C(N(C(C3=CC=C2)=O)C2C(NC(CC2)=O)=O)=O)C=C1)=O 4-(4-(2-((5-cyclobutyl-1H-pyrazol-3-yl)amino)-2-oxoethyl)phenoxy)-N-(4-((2-(2,6-dioxopiperidin-3-yl)-1,3-dioxoisoindolin-4-yl)amino)butyl)butanamide